1-(4-(3-amino-5-(4-aminophenyl)-[1,2,4]triazolo[4,3-a]pyridin-7-yl)-3,6-dihydropyridin-1(2H)-yl)-2-methylpropan-1-one NC1=NN=C2N1C(=CC(=C2)C=2CCN(CC2)C(C(C)C)=O)C2=CC=C(C=C2)N